syn-3-hexenyl caproate C(CCCCC)(=O)OCCC=CCC